(R)-4-(3-(2-Amino-5H-pyrrolo[3,2-d]pyrimidin-7-yl)-4-fluorophenyl)-2-(thiazol-2-yl)but-3-yn-2-ol NC=1N=CC2=C(N1)C(=CN2)C=2C=C(C=CC2F)C#C[C@@](C)(O)C=2SC=CN2